CC(C(=O)OC(C)(C)C)(CC=O)C tert-butyl 2,2-dimethyl-4-oxo-butyrate